OC1=CC=C(C=C1)CCC=1C=C(C=C(C1[C@H]1[C@@H](CCC(=C1)C)C(=C)C)O)O (1'R,2'R)-6-(4-hydroxyphenylethyl)-5'-methyl-2'-(prop-1-en-2-yl)-1',2',3',4'-tetrahydro-[1,1'-biphenyl]-2,4-diol